3-(5-{[(5-Chlorothiophen-2-yl)methyl](methyl)amino}-1-(thiophen-3-carbonyl)-1H-pyrazol-3-yl)-4-methyl-1-(pyrrolidin-1-sulfonyl)azetidin-2-on methyl-carbamoylthiocarbamate hemisulfate S(=O)(=O)(O)O.CN(C(O)=S)C(N)=O.ClC1=CC=C(S1)CN(C1=CC(=NN1C(=O)C1=CSC=C1)C1C(N(C1C)S(=O)(=O)N1CCCC1)=O)C.ClC1=CC=C(S1)CN(C)C1=CC(=NN1C(=O)C1=CSC=C1)C1C(N(C1C)S(=O)(=O)N1CCCC1)=O.CN(C(O)=S)C(N)=O